2-methyl-1-(4-vinylphenyl)propan-1-one CC(C(=O)C1=CC=C(C=C1)C=C)C